3-(5-(1-Isobutyl-5-phenyl-1H-imidazol-4-yl)-1-oxoisoindolin-2-yl)piperidine-2,6-dione C(C(C)C)N1C=NC(=C1C1=CC=CC=C1)C=1C=C2CN(C(C2=CC1)=O)C1C(NC(CC1)=O)=O